1-(6-bromopyridin-3-yl)-N-(1-((2-(trimethylsilyl)ethoxy)methyl)-1H-benzo[d]imidazol-5-yl)methanimine BrC1=CC=C(C=N1)C=NC1=CC2=C(N(C=N2)COCC[Si](C)(C)C)C=C1